disodium azepane bisphosphonate P([O-])([O-])=O.P(O)(O)=O.N1CCCCCC1.[Na+].[Na+]